(S)-2-(1-(3-(difluoromethyl)-4-fluorophenyl)-5,5-difluoro-4-hydroxy-4,5,6,7-tetrahydro-1H-indol-3-yl)-2,2-difluoroacetamide FC(C=1C=C(C=CC1F)N1C=C(C=2[C@@H](C(CCC12)(F)F)O)C(C(=O)N)(F)F)F